N[C@H]1[C@H](CN(CC1)C(=O)OC(C)(C)C)CO[Si](C)(C)C(C)(C)C tert-Butyl (3S,4R)-4-amino-3-[[tert-butyl(dimethyl)silyl]oxymethyl]piperidine-1-carboxylate